C1=C(C(=CC(=C1)NC([O-])=O)C)C 5-xylylcarbamate